(9H-Fluoren-9-yl)methyl carbonochloridate C(OCC1C2=CC=CC=C2C=2C=CC=CC12)(=O)Cl